COC=CC1C(C=C(CC1)C)C 4-(2-methoxyvinyl)-1,3-dimethylcyclohex-1-ene